2-(3-(3-((1-Methoxy-3-Methylbutan-2-Yl)Carbamoyl)-1H-Pyrazol-5-Yl)Phenyl)-N-(Pentan-3-Yl)Oxazole-5-Carboxamide COCC(C(C)C)NC(=O)C1=NNC(=C1)C=1C=C(C=CC1)C=1OC(=CN1)C(=O)NC(CC)CC